tert-butyl N-{1-[(1-methyl-1H-pyrazol-4-yl)methyl]piperidin-4-yl}carbamate CN1N=CC(=C1)CN1CCC(CC1)NC(OC(C)(C)C)=O